o-chloromandelate ClC1=C(C(C(=O)[O-])O)C=CC=C1